(3S)-8-((3S,5R)-4-acryloyl-3,5-dimethylpiperazin-1-yl)-11-(5-chloro-2,4-difluorophenyl)-3-methoxy-10-(trifluoromethyl)-3,4-dihydro-2H,6H-[1,4]thiazepino[2,3,4-ij]quinazolin-6-one C(C=C)(=O)N1[C@H](CN(C[C@H]1C)C1=NC(N2C3=C(C(=C(C=C13)C(F)(F)F)C1=C(C=C(C(=C1)Cl)F)F)SC[C@H](C2)OC)=O)C